C(C)C(C(=O)[O-])(CCCCC)CC.[Nd+3].C(C)C(C(=O)[O-])(CCCCC)CC.C(C)C(C(=O)[O-])(CCCCC)CC neodymium 2,2-diethylheptanoate